COC=1C=C(C=CC1)C1(NC=C(C(=N1)NC1=CC=C2CCNCC2=C1)C=1C=NN(C1)C)N 2-(3-methoxyphenyl)-5-(1-methyl-1H-pyrazol-4-yl)-N4-(1,2,3,4-tetrahydroisoquinolin-7-yl)pyrimidine-2,4-diamine